7-(pyrrolidin-1-yl)pyrido[2,3-d]pyrimidine-6-carbonitrile N1(CCCC1)C=1C(=CC2=C(N=CN=C2)N1)C#N